phenyl{phenyl[(carbazolyl)methylphenyl]triazineyl}indolocarbazole C1(=CC=CC=C1)C=1C(=C2C(=CC1)N=C1C=CC3=C4C=CC=CC4=NC3=C12)C1=NN=NC(=C1C1=C(C=CC=C1)CC1=CC=CC=2C3=CC=CC=C3NC12)C1=CC=CC=C1